C(=O)O.ClC1=C(C(=O)N2CC(C2)NC(=O)C2CCNCC2)C=CC(=C1)NC(=O)C=1N(C(=CN1)C1=C(C(=C(C=C1)OC)F)F)C N-[1-[2-chloro-4-[[5-(2,3-difluoro-4-methoxy-phenyl)-1-methyl-imidazole-2-carbonyl]amino]benzoyl]azetidin-3-yl]piperidine-4-carboxamide formate